octadecane-3,8-diol CCC(CCCCC(CCCCCCCCCC)O)O